B.N1N=NC=C1.N1N=NC=C1 bis(1,2,3-triazole) boron hydride